4-Chloro-5-[(6-chloro-5-isopropylpyridazin-3-yl)oxy]bicyclo[4.2.0]octa-1(6),2,4-trien-2-amine ClC=1C=C(C=2CCC2C1OC=1N=NC(=C(C1)C(C)C)Cl)N